2-(trans-4-((3-(2-Cyclopropyloxazol-4-yl)phenyl)((trans-4-(4-methoxy-3-methylphenyl)cyclohexyl)-methyl)carbamoyl)cyclohexyl)acetic acid C1(CC1)C=1OC=C(N1)C=1C=C(C=CC1)N(C(=O)[C@@H]1CC[C@H](CC1)CC(=O)O)C[C@@H]1CC[C@H](CC1)C1=CC(=C(C=C1)OC)C